O\N=C(/N)\C1=NC(=C2N=C(N(C2=N1)COCC[Si](C)(C)C)C1=CC=NC=C1)N1CCOCC1 (Z)-N'-hydroxy-6-morpholino-8-(pyridin-4-yl)-9-((2-(trimethylsilyl)ethoxy)methyl)-9H-purine-2-carboximidamide